FC(C=1C=C(C=C(C1)C(F)(F)F)CN(C(=O)C=1C=NC(=CC1C1=C(C=CC=C1)C)N1CCN(CC1)C)C)(F)F N-{[3,5-Bis(trifluoromethyl)phenyl]methyl}-N-methyl-4-(2-methylphenyl)-6-(4-methyl-1-piperazinyl)-3-pyridinecarboxamide